CN1C[C@@H](CCC1)NC=1N=NC(=C2C1C=NC=C2)C2=C(C=C(C=C2)C(F)(F)F)S(=O)(=O)N (R)-2-(4-((1-methylpiperidin-3-yl)amino)pyrido[3,4-d]pyridazin-1-yl)-5-(trifluoromethyl)benzenesulfonamide